methoxybenzeneethanol COC1=C(C=CC=C1)CCO